2-(1,3-dimethyl-2,6-dioxo-1,2,3,6-tetrahydro-7H-purin-7-yl)acetic acid CN1C(N(C=2N=CN(C2C1=O)CC(=O)O)C)=O